3-Amino-7-fluoro-8-isobutyl-N-propionyl-imidazo[1,2-a]pyridine-2-carboxamide NC1=C(N=C2N1C=CC(=C2CC(C)C)F)C(=O)NC(CC)=O